1,3-thiazetidine S1CNC1